3-Chloro-N1-{2-methyl-4-[1,2,2,2-tetrafluoro-1-(trifluoromethyl)ethyl]phenyl}-N2-(1-methyl-2-methylsulfonylethyl)phthalamid ClC1=C(C(C(=O)NC2=C(C=C(C=C2)C(C(F)(F)F)(C(F)(F)F)F)C)=CC=C1)C(=O)NC(CS(=O)(=O)C)C